allyl (S)-(2-(6-(((tert-butyldimethylsilyl)oxy)methyl)-5-azaspiro[2.4]heptane-5-carbonyl)-5-hydroxy-4-methoxyphenyl)carbamate [Si](C)(C)(C(C)(C)C)OC[C@H]1N(CC2(CC2)C1)C(=O)C1=C(C=C(C(=C1)OC)O)NC(OCC=C)=O